tert-butyl N-[(2S)-1-[(3R)-3-{5,6-dimethyl-2-[trans-4-(trifluoromethyl)cyclohexyl]pyrazolo[1,5-a]pyrimidin-7-yl}piperidin-1-yl]-3-hydroxy-1-oxopropan-2-yl]carbamate CC1=NC=2N(C(=C1C)[C@H]1CN(CCC1)C([C@H](CO)NC(OC(C)(C)C)=O)=O)N=C(C2)[C@@H]2CC[C@H](CC2)C(F)(F)F